5-hydroxy-3-phenyl-1-(4-vinylbenzyl)-1H-1,2,4-triazole OC1=NC(=NN1CC1=CC=C(C=C1)C=C)C1=CC=CC=C1